C(OCCOC)(=O)N=C=O 2-methoxyethyl carbonisocyanatidate